6-(cyclopropanecarboxamido)-4-((3-(1-(2-fluorocyclopentyl)-1H-pyrazol-4-yl)-2-methoxyphenyl)amino)nicotinamide C1(CC1)C(=O)NC1=NC=C(C(=O)N)C(=C1)NC1=C(C(=CC=C1)C=1C=NN(C1)C1C(CCC1)F)OC